Cl.Cl.Cl.COC1=CC=C(C=C1)C1=NC2=CC=CC=C2C(=C1)C(CCN)N (2-(4-methoxyphenyl)quinolin-4-yl)propane-1,3-diamine trihydrochloride